3-(azepan-1-yl)-4-[5-[2-(dimethylamino)ethylsulfanyl]-4-methyl-1,2,4-triazol-3-yl]aniline N1(CCCCCC1)C=1C=C(N)C=CC1C1=NN=C(N1C)SCCN(C)C